(R)-2-((((1r,4R)-4-aminocyclohexyl)methyl)(benzyl)-amino)-1-(3-fluorophenyl)ethan-1-ol NC1CCC(CC1)CN(C[C@H](O)C1=CC(=CC=C1)F)CC1=CC=CC=C1